ClC1=NC=C(C(=N1)C=1SC2=C(N1)C=CC=C2)C (2-chloro-5-methylpyrimidine-4-yl)benzothiazole